C[C@H]1NCC[C@H](C1)C (2R,4R)-2,4-dimethylpiperidine